FC1=NC=C2NC=C(C=C21)C2=NN1C(C(=N2)N[C@@H]2[C@H]([C@@H]3C4CCC4[C@H]2CC3)C(=O)O)=CC=C1 (1R,6S,7S,8S)-8-((2-(5-fluoro-1H-pyrrolo[3,4-b]pyridin-3-yl)pyrrolo[2,1-f][1,2,4]triazin-4-yl)amino)tricyclo[4.2.2.02,5]decane-7-carboxylic acid